C[C@@H]1CN(C[C@@H](N1)C)C1=CC=CC(=N1)CNC=1C2=C(N=CN1)NC=C2C2=NC=CN=C2 N-((6-((3R,5S)-3,5-Dimethylpiperazin-1-yl)pyridin-2-yl)methyl)-5-(pyrazin-2-yl)-7H-pyrrolo[2,3-d]pyrimidin-4-amine